ethyl (E)-2-(3-((4-((tert-butoxycarbonyl)amino)piperidin-1-yl)-sulfonyl)benzylidene)butanoate C(C)(C)(C)OC(=O)NC1CCN(CC1)S(=O)(=O)C=1C=C(\C=C(\C(=O)OCC)/CC)C=CC1